DL-talitol C([C@@H](O)[C@@H](O)[C@@H](O)[C@H](O)CO)O |r|